C(C)(C)C1=C(NC2=CC=C(C=C12)C1CCN(CC1)C1COC1)C1=CC=2N(C(=C1)OC)N=CN2 7-(3-isopropyl-5-(1-(oxetan-3-yl)piperidin-4-yl)-1H-indol-2-yl)-5-methoxy-[1,2,4]triazolo[1,5-a]pyridine